((tert-butoxycarbonyl)amino)-3-((4-methoxybenzyl)thio)-3-methylbutyric acid C(C)(C)(C)OC(=O)NC(C(=O)O)C(C)(C)SCC1=CC=C(C=C1)OC